C(=O)[O-].ClC1=C(C(=O)NC2CC(C2)NC(C[N+](C)(C)C)=O)C=CC(=C1)NC(=O)C=1N(C(=CN1)C1=C(C(=C(C=C1)OC)F)F)C [2-[[3-[[2-Chloro-4-[[5-(2,3-difluoro-4-methoxy-phenyl)-1-methyl-imidazole-2-carbonyl]amino]benzoyl]amino]cyclobutyl]amino]-2-oxo-ethyl]-trimethyl-ammonium formate